N-(4-(4-(2-cyanoacetyl)phenyl)-1-p-toluenesulfonyl-1H-pyrrolo[2,3-b]Pyridin-6-yl)cyclopropylcarboxamide C(#N)CC(=O)C1=CC=C(C=C1)C1=C2C(=NC(=C1)NC(=O)C1CC1)N(C=C2)S(=O)(=O)C2=CC=C(C)C=C2